ethyl 8-bromo-5-chloro-6-(4-fluorophenyl)imidazo[1,2-a]pyrazine-2-carboxylate BrC=1C=2N(C(=C(N1)C1=CC=C(C=C1)F)Cl)C=C(N2)C(=O)OCC